C1(NC(CC=2N1C=CC2)=O)=O pyrrolo[1,2-c]pyrimidine-1,3-dione